N12C[C@H](C(CC1)CC2)NC2=NC(=C1C(=N2)N(N=C1)C1=CC(=CC=C1)C(F)(F)F)N1CCC(CC1)C(C)(C)O 2-[1-(6-{[(3S)-1-azabicyclo[2.2.2]oct-3-yl]amino}-1-[3-(trifluoromethyl)phenyl]-1H-pyrazolo[3,4-d]pyrimidin-4-yl)piperidin-4-yl]propan-2-ol